1-(3-fluorobenzyl)-9H-pyrido[2,3-b]indole FC=1C=C(CN2CC=CC3=C2NC2=CC=CC=C32)C=CC1